N1(C=CC=C1)C1=CC=C(ONC2=CC=CC=C2)C=C1 (4-(1H-pyrrol-1-yl)phenoxy)aniline